4-[3-(2-nitro-1-imidazolyl)-propylamino]-7-chloroquinoxaline hydrochloride Cl.[N+](=O)([O-])C=1N(C=CN1)CCCNN1CC=NC2=CC(=CC=C12)Cl